Lauroyl-methylglycine C(CCCCCCCCCCC)(=O)N(CC(=O)O)C